N-(2',4',6'-trimethyl-[1,1'-biphenyl]-4-yl)-[1,1':3',1''-terphenyl]-5'-amine CC1=C(C(=CC(=C1)C)C)C1=CC=C(C=C1)NC=1C=C(C=C(C1)C1=CC=CC=C1)C1=CC=CC=C1